benzyl (7R,9S)-7,9-dimethyl-1,4-dithia-8-azaspiro[4.5]decane-8-carboxylate C[C@@H]1CC2(SCCS2)C[C@@H](N1C(=O)OCC1=CC=CC=C1)C